1-fluoro-5,13,14-trimethyl-5a,6,7,8,9,10-hexahydro-5H-6,9-epiminoazepino[2',1':3,4][1,4]oxazepino[5,6,7-ij][2,7]naphthyridine FC1=CN=C2C3=C(N=C(C(=C13)C)C)N1C(C(O2)C)C2CCC(C1)N2